NC1=C(C=C(C=C1)Br)NC[C@@H](CCCOC1=C(C=NN1C)C1=CC(=CN(C1=O)C)C(=O)OC)C methyl 5-(5-{[(4R)-5-[(2-amino-5-bromophenyl) amino]-4-methylpentyl] oxy}-1-methylpyrazol-4-yl)-1-methyl-6-oxopyridine-3-carboxylate